tert-butyl (3R)-3-(3-chloro-5-(2-(2-chloroacetamido)-1-hydroxyethyl)phenyl)morpholine-4-carboxylate ClC=1C=C(C=C(C1)C(CNC(CCl)=O)O)[C@H]1N(CCOC1)C(=O)OC(C)(C)C